tert-butyl 2-((2-bromophenyl)(hydroxy)methyl)pyrrolidine-1-carboxylate BrC1=C(C=CC=C1)C(C1N(CCC1)C(=O)OC(C)(C)C)O